(R)-2-((4-(6-(5-((R)-3-Hydroxy-1-methyl-2-oxopyrrolidin-3-yl)isoxazol-3-yl)pyridin-2-yl)pyrimidin-2-yl)amino)-N,N-dimethylpropanamide O[C@@]1(C(N(CC1)C)=O)C1=CC(=NO1)C1=CC=CC(=N1)C1=NC(=NC=C1)N[C@@H](C(=O)N(C)C)C